BrC=1C=C(C=NC1Cl)C1(CC(C1)C)C(=O)O 1-(5-bromo-6-chloropyridin-3-yl)-3-methylcyclobutane-1-carboxylic acid